ethyl 3-(4-bromothiazol-2-yl)-2-(dibenzylamino)-3-oxopropanoate BrC=1N=C(SC1)C(C(C(=O)OCC)N(CC1=CC=CC=C1)CC1=CC=CC=C1)=O